C(C=CC([2H])[2H])=O but-2-en-1-one-4,4-d2